N-(3-bromo-4-fluorophenyl)-N'-hydroxy-4-((2-(4-(6-hydroxyhexyl)-1H-1,2,3-triazol-1-yl)ethyl)amino)-1,2,5-oxadiazole-3-carboxamidine BrC=1C=C(C=CC1F)NC(=NO)C1=NON=C1NCCN1N=NC(=C1)CCCCCCO